2-[(tert-butyldiphenylsilyl)oxy]Cyclopentane-1-carboxylic acid [Si](C1=CC=CC=C1)(C1=CC=CC=C1)(C(C)(C)C)OC1C(CCC1)C(=O)O